1-(4-(2-(4-bromophenyl)-propan-2-yl)thiazol-2-yl)-3-(1-(4-(piperazin-1-yl)-phenyl)ethyl)urea BrC1=CC=C(C=C1)C(C)(C)C=1N=C(SC1)NC(=O)NC(C)C1=CC=C(C=C1)N1CCNCC1